C(C)(C)C1C=C(C=C(C1)CCC=O)C 3-(5-isopropyl-3-methyl-cyclohexa-1,3-dien-1-yl)propanal